COC=1C=C(C=C2C(NC(S2)=O)=O)C=C(C1OC)OC 5-(3,4,5-Trimethoxybenzylidene)thiazolidine-2,4-dione